C(C)(=O)C(C(C(=O)O)(O)C(C)=O)(O)C(=O)O Diacetyltartaric acid